C1(=C(C=CC=C1)CN1C2=C(OCC1=O)C=CC(=C2)C(=O)NO)C2=CC=CC=C2 4-([1,1'-biphenyl]-2-ylmethyl)-N-hydroxy-3-oxo-3,4-dihydro-2H-benzo[b][1,4]oxazine-6-carboxamide